C(C1=CC=CC=C1)O[C@H]1[C@@H]([C@H](O[C@@H]([C@@H]1OCC1=CC=CC=C1)OC)CO)O (2R,3R,4S,5R,6S)-4,5-bis(benzyloxy)-2-(hydroxymethyl)-6-methoxytetrahydro-2H-pyran-3-ol